COC(C1=C(C=C(C(=C1)OCCCCCl)OC)[N+](=O)[O-])=O 5-(4-chlorobutoxy)-4-methoxy-2-nitrobenzoic acid methyl ester